NC1=CC=C(C=C1)C=1C=CC=C2C=NC(=NC12)NC1=CC(=CC=C1)N1CCN(CC1)C(C)=O 8-(4-aminophenyl)-N-(3-(1-acetylpiperazin-4-yl)phenyl)quinazolin-2-amine